ClC1=CC=C(C(=N1)NC(C(C)(C)C)=O)[S@](=O)C (R)-N-(6-chloro-3-(Methylsulfinyl)pyridin-2-yl)trimethylacetamide